C1(CC1)C1CCN(C1)C#N 4-cyclopropylpyrrolidine-1-carbonitrile